1-[8-(4-bromo-7-chloro-2-methyl-pyrazolo[4,3-f]quinazolin-9-yl)-3,8-diazabicyclo[3.2.1]octan-3-yl]propan-2-ol BrC=1C=2C(C=3C(=NC(=NC3C1)Cl)N1C3CN(CC1CC3)CC(C)O)=CN(N2)C